P(OC1=C(C=CC=C1)C)(OC1=C(C=CC=C1)C)[O-] ditoluyl phosphite